ClC1=NC=C2C(=N1)N(N=C2)C2CCC(CC2)NC(C)=O N-[4-(6-chloropyrazolo[3,4-d]pyrimidin-1-yl)cyclohexyl]acetamide